1-methyl-9-(4-methylbenzyl)-9H-pyrido[3,4-b]indole-3-carbaldehyde CC1=NC(=CC2=C1N(C1=CC=CC=C21)CC2=CC=C(C=C2)C)C=O